1-cyclopropyl-3-methyl-1H-pyrazol C1(CC1)N1N=C(C=C1)C